N1(CCCC1)C(=O)OCCC1=CC(=C(C=C1)CN1C(N(CCC1)C1=CC(=C(C=C1)OC)COCCCC)=O)OC 4-((3-(3-(butoxymethyl)-4-methoxyphenyl)-2-oxotetrahydropyrimidin-1(2H)-yl)methyl)-3-methoxyphenethyl pyrrolidine-1-carboxylate